O[C@@H]1[C@]2(C)[C@@H](CC1)[C@@H]1CCC3=CC(C=C[C@]3(C)[C@H]1CC2)=O (17beta)-17-hydroxyandrosta-1,4-dien-3-one